CN([C@H]1CCCC=2C=CC=NC12)C[C@@H]1N(CC2=CC=CC(=C2C1)N1C[C@@H](OCC1)C)C(=O)OC(C)(C)C tert-Butyl (R)-3-((methyl((S)-5,6,7,8-tetrahydroquinolin-8-yl)amino)methyl)-5-((S)-2-methylmorpholino)-3,4-dihydroisoquinoline-2(1H)-carboxylate